ethyl 4-(2-(2'-chloro-5'-methoxy-6-methyl-[4,4'-bipyridine]-3-carboxamido)thiazolo[4,5-b]pyrazin-6-yl)cyclohexane-1-carboxylate ClC1=NC=C(C(=C1)C1=C(C=NC(=C1)C)C(=O)NC=1SC=2C(=NC=C(N2)C2CCC(CC2)C(=O)OCC)N1)OC